ClC1=CC=C(C=C1)[C@H](C)OC=1C=C(C=CC1NS(=O)(=O)CC(F)(F)F)C1=NN(C(=C1C(=O)N)NC1=NC=CN=C1)COCC[Si](C)(C)C 3-{3-[(1S)-1-(4-chlorophenyl)ethoxy]-4-(2,2,2-trifluoroethanesulfonamido)phenyl}-5-[(pyrazin-2-yl)amino]-1-{[2-(trimethylsilyl)ethoxy]methyl}-1H-pyrazole-4-carboxamide